FC(C1=NC(=NO1)C1=CC=C(C=C1)CNS(=O)(=O)CCCC)(F)F N-[[4-[5-(trifluoromethyl)-1,2,4-oxadiazol-3-yl]phenyl]methyl]butane-1-sulfonamide